2-hydroxyheptadecatrienic acid OC(C(=O)O)=CC=CC=CCCCCCCCCCC